C(CC)C1=CC=2C(C3=CC=CC=C3C(C2C=C1)=O)=O 2-propylanthraquinone